Br.ClC1=C(C(=O)NC=2C(=NNC2)C(=O)NC2CCN(CC2)CC(=O)O)C(=CC=C1)Cl 4-(4-(2,6-dichlorobenzoylamino)-1H-pyrazole-3-carboxamido)piperidine-1-acetic acid hydrobromide